dimethyl 8-[(1-methyl-4-piperidyl)amino]pentadecanedioate CN1CCC(CC1)NC(CCCCCCC(=O)OC)CCCCCCC(=O)OC